2,4,4-trimethylpent-2-yldithiocarbamate CC(C)(CC(C)(C)C)NC([S-])=S